O=C1NC(CCC1N1C(N(C2=C1C=CC(=C2)CN2CCC(CC2)N2CCN(CC2)C(=O)OC(C)(C)C)C)=O)=O Tert-butyl 4-[1-[[1-(2,6-dioxo-3-piperidyl)-3-methyl-2-oxo-benzimidazol-5-yl]methyl]-4-piperidyl]piperazine-1-carboxylate